methyl trans-4-[(2-methyl-[1,2,4]triazolo[1,5-b]pyridazin-6-yl)methyl]cyclohexanecarboxylate CC1=NN2N=C(C=CC2=N1)C[C@@H]1CC[C@H](CC1)C(=O)OC